C(C)(C)(C)C(C(=O)O)=CC(C=CC(C=CC(C=CC(C=CNC(CCCCCC=1C=NC(=NC1)S(=O)(=O)C)=O)=O)=O)=O)=O tert-butyl-22-(2-(methylsulfonyl)pyrimidin-5-yl)-17-oxo-4,7,10,13-tetraoxo-16-azadocosapentaenoic acid